N-methyl-N-(1-methyl-3-methylsulfonyl-2-oxo-propyl)-3,5-bis(trifluoromethyl)benzamide CN(C(C1=CC(=CC(=C1)C(F)(F)F)C(F)(F)F)=O)C(C(CS(=O)(=O)C)=O)C